N[C@@H](C(=O)OCCOC)CNC(C1=CC(=CC(=C1)F)CC)=O (R)-2-methoxyethyl 2-amino-3-(3-ethyl-5-fluorobenzamido)propanoate